2-[3-(difluoromethyl)-6-[6-methoxy-5-[(6-methylpyridazin-3-yl)amino]benzimidazol-1-yl]pyrazin-2-yl]-5-methyl-pyrazole-3-carbonitrile FC(C=1C(=NC(=CN1)N1C=NC2=C1C=C(C(=C2)NC=2N=NC(=CC2)C)OC)N2N=C(C=C2C#N)C)F